1-((3R,4R)-1-(1,4-dioxane-2-carbonyl)-3-fluoropiperidin-4-yl)-4-chloro-N-(3-fluoro-5-((4-fluorophenyl)ethynyl)pyridin-2-yl)-1H-pyrazole-5-carboxamide O1C(COCC1)C(=O)N1C[C@H]([C@@H](CC1)N1N=CC(=C1C(=O)NC1=NC=C(C=C1F)C#CC1=CC=C(C=C1)F)Cl)F